4-[(5-{(S)-3-isopropyl-6-(5-methyl-1,3,4-oxadiazol-2-yl)-1-oxo-5-[2-(tetrahydro-2H-pyran-4-yl)ethyl]-2,4-diaza-7-indanyl}-1H-1,7-diazainden-1-yl)methyl]-2-fluorobenzonitrile C(C)(C)[C@@H]1NC(C2=C(C(=C(N=C12)CCC1CCOCC1)C=1OC(=NN1)C)C=1C=C2C=CN(C2=NC1)CC1=CC(=C(C#N)C=C1)F)=O